2-(4-tert-butylcyclohexan-1-yl)-5-methyl-piperidine C(C)(C)(C)C1CCC(CC1)C1NCC(CC1)C